C(C1=CC=CC=C1)OC1=C(C(=CC(=C1C)O)O)C(=O)N1CC2=CC=CC=C2C[C@H]1CO (S)-(2-(Benzyloxy)-4,6-dihydroxy-3-methylphenyl)(3-(hydroxymethyl)-3,4-dihydroisoquinolin-2(1H)-yl)methanone